ClN1C(C2=CC=CC=C2C1)=O chloroisoindolin-1-one